COC1=C(OC2=C(C=C(C#N)C=C2)C(F)(F)F)C=CC(=C1)C1C=2C(NC(C1)=O)=NNC2 4-(2-Methoxy-4-{6-oxo-2H,4H,5H,6H,7H-pyrazolo[3,4-b]pyridin-4-yl}phenoxy)-3-(trifluoromethyl)benzonitrile